ClC1=C(C(C(C(C1(F)F)(F)F)(F)F)(F)F)Cl 1,2-dichlorooctafluorocyclohexene